C(C)(=O)NCCNC(=O)C1=CC=CC=2N(C(NC21)=O)C2CCC(CC2)C(=O)NC2=CC(=C(C=C2)C)OC 4-{4-[(2-acetamidoethyl)carbamoyl]-2-oxo-2,3-dihydro-1H-1,3-benzodiazol-1-yl}-N-(3-methoxy-4-methylphenyl)cyclohexane-1-carboxamide